N1CC(C1)C=1C=NC(=C(C(=O)NC2=CC(=CC=C2)S(=O)(=N)C)C1C)N1CCC(CCC1)(F)F 5-(azetidin-3-yl)-2-(4,4-difluoroazepan-1-yl)-4-methyl-N-(3-(S-methylsulfonimidoyl)phenyl)nicotinamide